C(CCCC)(=O)C1C(=O)NCCCC1 pentanoyl-caprolactam